O[C@H](C\C=C/CCCC(=O)O)\C=C\C=C/C\C=C/C\C=C/CC 8R-hydroxyicosa-5Z,9E,11Z,14Z,17Z-pentaenoic acid